3-propylbicyclo[2.2.1]-hept-5-ene-2-carbaldehyde C(CC)C1C(C2C=CC1C2)C=O